FC(C(=O)O)(F)F.FC(C(=O)O)(F)F.FC(C(=O)O)(F)F.C(C(C)C)[C@H]1N(CCC(C1)C=1C=C(C2=C(NC(=N2)C2=CC=C(C=C2)S(=O)(=O)C)C1)C)C1CCNCC1 6-(r-isobutyl-[1,4'-bipiperidin]-4-yl)-4-methyl-2-(4-(methylsulfonyl)phenyl)-1H-benzo[d]imidazole tris(2,2,2-trifluoroacetate)